TMS chloride [Si](C)(C)(C)Cl